3-{3-isopropyl-4-[(2-oxo-2,3-dihydro-1H-imidazo[4,5-b]pyridin-7-yl)oxy]phenyl}-1-[3-(trifluoromethyl)phenyl]-2,4-imidazolidinedione trifluoroacetate FC(C(=O)O)(F)F.C(C)(C)C=1C=C(C=CC1OC1=C2C(=NC=C1)NC(N2)=O)N2C(N(CC2=O)C2=CC(=CC=C2)C(F)(F)F)=O